C(C)C1=C(C=CC(=C1)N1CCN(CC1)C)NC1=NC=C(C(=N1)NCCCNC(=O)C1COC1)C(F)(F)F N-(3-((2-((2-ethyl-4-(4-methylpiperazin-1-yl)phenyl)amino)-5-(trifluoromethyl)pyrimidin-4-yl)amino)propyl)oxetane-3-carboxamide